C(C=C)(=O)N1[C@@H](C=2NC3=CC=CC=C3C2C[C@@H]1C(=O)NC1=NC=CC=C1)C1=CC2=C(OCO2)C=C1 (1R,3R)-2-acryloyl-1-(benzo[d][1,3]dioxol-5-yl)-N-(pyridin-2-yl)-2,3,4,9-tetrahydro-1H-pyrido[3,4-b]indole-3-carboxamide